1-(4-chlorobenzyl)-3-(4-(1-(pyridin-4-yl)piperidin-4-yl)butyl)urea ClC1=CC=C(CNC(=O)NCCCCC2CCN(CC2)C2=CC=NC=C2)C=C1